2-(7-chloroimidazo[1,5-a]pyridin-1-yl)-N-(6-(((6-cyclopropyl-8-(3-fluorooxetan-3-yl)imidazo[1,2-a]pyridin-2-yl)methyl)amino)pyrimidin-4-yl)acetamide ClC1=CC=2N(C=C1)C=NC2CC(=O)NC2=NC=NC(=C2)NCC=2N=C1N(C=C(C=C1C1(COC1)F)C1CC1)C2